C(C)(C)(C)OC(=O)N1C[C@@H](N(CC1)CC(=O)OC)C(F)(F)F.C(CCC)C1=CC=C(C=C1)P(C1=CC=C(C=C1)CCCC)C1=CC=C(C=C1)CCCC tri(4-butylphenyl)phosphine tert-Butyl-(R)-4-(2-methoxy-2-oxoethyl)-3-(trifluoromethyl)piperazine-1-carboxylate